ClC=1C(=C(C=O)C=C(C1)C1=NC(=CC=C1N[C@H](C)C=1C=C(C=C2C(C(=C(OC12)N1CCCCC1)C)=O)C)Cl)B1OC(C(O1)(C)C)(C)C 3-chloro-5-[6-chloro-3-[[(1R)-1-[3,6-dimethyl-4-oxo-2-(1-piperidyl)chromen-8-yl]ethyl]amino]-2-pyridyl]-2-(4,4,5,5-tetramethyl-1,3,2-dioxaborolan-2-yl)benzaldehyde